FC1CN(C1)CC(=O)NC=1N=NN(C1)CCCCN1N=NC(=C1)C(=O)NCC1=NC=CC=C1 1-(4-{4-[2-(3-fluoroazetidin-1-yl)acetamido]-1H-1,2,3-triazol-1-yl}butyl)-N-(pyridin-2-ylmethyl)-1H-1,2,3-triazole-4-carboxamide